2-(7,8-dimethoxy-4-oxobenzo[4,5]thieno[3,2-d]pyrimidin-3(4H)-yl)propanoic acid COC1=CC2=C(C=3N=CN(C(C3S2)=O)C(C(=O)O)C)C=C1OC